2-[(2-Methoxy-benzoyl)-methyl-amino]-5-oxo-5H-thieno[3,2-b]pyran-6-carboxylic acid COC1=C(C(=O)N(C2=CC=3OC(C(=CC3S2)C(=O)O)=O)C)C=CC=C1